3-(2-chloro-4'-((5-methoxypyrimidin-2-yl)methyl)-[1,1'-biphenyl]-3-yl)piperidine-2,6-dione ClC1=C(C=CC=C1C1C(NC(CC1)=O)=O)C1=CC=C(C=C1)CC1=NC=C(C=N1)OC